FC(CN1C(=NC2=C1C=C(C=C2F)C=2C(=CN1N=C(N=C(C12)OC([2H])([2H])[2H])NC1CCC(CC1)(O)C)F)C)F (1R,4R)-4-((5-(1-(2,2-difluoroethyl)-4-fluoro-2-methyl-1H-benzo[d]imidazol-6-yl)-6-fluoro-4-(methoxy-d3)pyrrolo[2,1-f][1,2,4]triazin-2-yl)amino)-1-methylcyclohexan-1-ol